2-chloro-3-(2,2,2-trifluoroethoxymethyl)-4-methylsulfonylphenylmethyl ether ClC1=C(C=CC(=C1COCC(F)(F)F)S(=O)(=O)C)COCC1=C(C(=C(C=C1)S(=O)(=O)C)COCC(F)(F)F)Cl